6-(3-(4-methyl-1H-imidazol-1-yl)-5-(trifluoromethyl)benzoylamino)indoline-1-carboxylic acid tert-butyl ester C(C)(C)(C)OC(=O)N1CCC2=CC=C(C=C12)NC(C1=CC(=CC(=C1)C(F)(F)F)N1C=NC(=C1)C)=O